2-Fluoro-5-methyl-3-(4,4,5,5-tetramethyl-1,3,2-dioxaborolan-2-yl)benzonitrile FC1=C(C#N)C=C(C=C1B1OC(C(O1)(C)C)(C)C)C